5-chloro-3,3,8-trimethyl-3,4-dihydroquinoxalin-2(1H)-one ClC1=C2NC(C(NC2=C(C=C1)C)=O)(C)C